NC1=C(C2=C(C(N1C1=C(C(=CC=C1C)O)C)=O)SC(=C2)C)C(=O)N 5-amino-6-(3-hydroxy-2,6-dimethylphenyl)-2-methyl-7-oxo-6,7-dihydrothieno[2,3-c]pyridine-4-carboxamide